BrC=1C=CC2=C(N=C(S2)N(CCC2=C(C=C(C=C2)OC)F)CC2=CC=C(C=C2)C#CC(=O)O)C1 3-(4-(((5-bromobenzo[d]thiazol-2-yl)(2-fluoro-4-methoxyphenethyl)-amino)methyl)phenyl)propiolic acid